4-fluorostyrene-2-d FC=1C=C(C(C=C)=CC1)[2H]